3-(1-pyrrolylsulfonyl)aniline 3-(3,5-di-t-butyl-4-hydroxyphenyl)propionate C(C)(C)(C)C=1C=C(C=C(C1O)C(C)(C)C)CCC(=O)O.N1(C=CC=C1)S(=O)(=O)C=1C=C(N)C=CC1